COCC(=O)NC(C(=O)O)CC 2-(2-methoxyacetamido)butanoic acid